N-(4-(3-amino-7-(1-methyl-1H-pyrazol-3-yl)-1H-pyrazolo[4,3-c]pyridin-4-yl)benzyl)-5-fluoro-2-methoxybenzamide NC1=NNC2=C1C(=NC=C2C2=NN(C=C2)C)C2=CC=C(CNC(C1=C(C=CC(=C1)F)OC)=O)C=C2